tert-butyl (R)-7-(3-methoxy-2-methyl-3-oxopropyl)-1,2,4,5-tetrahydro-3H-benzo[d]azepine-3-carboxylate COC([C@@H](CC1=CC2=C(CCN(CC2)C(=O)OC(C)(C)C)C=C1)C)=O